1,2,3,4,5-pentamethylimidazole tetra-cyanoborate C(#N)[B-](C#N)(C#N)C#N.CN1C(N(C(=C1C)C)C)C